(S)-3-(4-nitrobenzyl)amino-1,2-propanediol [N+](=O)([O-])C1=CC=C(CNC[C@@H](CO)O)C=C1